FC(COC1=CC=C(C(=O)NC=2C=CC=C3C(=CC=NC23)C=2C=NN(C2)CC(F)(F)F)C=C1)(F)F 4-(2,2,2-trifluoroethoxy)-N-(4-(1-(2,2,2-trifluoroethyl)-1H-pyrazol-4-yl)quinolin-8-yl)benzamide